C1(CCCC1)NC(=O)C1=CC2=C(N=C(S2)C2CCN(CC2)C)C(=C1)C N-cyclopentyl-4-methyl-2-(1-methylpiperidin-4-yl)benzo[d]thiazole-6-carboxamide